C(C)(C)(C)C1=NSC(=C1)NC1=NC2=CC(=CC=C2C=N1)N1C(OC[C@@H]1C)=O (4S)-3-{2-[(3-tert-butyl-1,2-thiazol-5-yl)amino]quinazolin-7-yl}-4-methyl-1,3-oxazolidin-2-one